1,4-bis(pentylamino)anthracene-9,10-dione C(CCCC)NC1=CC=C(C=2C(C3=CC=CC=C3C(C12)=O)=O)NCCCCC